CC1C(C(CC(=C1)C)C)C=O 2,4,6-trimethyl-3-cyclohexene-1-carbaldehyde